FC1=C(C=CC(=C1)C(=O)NC)C1=CC=C(C=C1)F 2,4'-difluoro-N-methyl-[1,1'-biphenyl]-4-carboxamide